3-[(4R)-4-[2-[5-[(6,7-difluoro-4-methylsulfanyl-1H-indol-5-yl)oxy]-2-fluoro-phenyl]-1H-imidazol-4-yl]-3,3-difluoro-4-methyl-chroman-8-yl]propanoic acid FC1=C(C(=C2C=CNC2=C1F)SC)OC=1C=CC(=C(C1)C=1NC=C(N1)[C@@]1(C(COC2=C(C=CC=C12)CCC(=O)O)(F)F)C)F